(1R,3S)-3-((tert-Butoxycarbonyl) amino)-3-(2-chlorophenyl)-2-oxocyclohexyl 4-nitrobenzoate [N+](=O)([O-])C1=CC=C(C(=O)O[C@H]2C([C@](CCC2)(C2=C(C=CC=C2)Cl)NC(=O)OC(C)(C)C)=O)C=C1